[8-(fluoromethoxy)-1,2,3,4-tetrahydroisoquinoline-2-carbonyl]-6-methyl-N-(1-methylcyclopropyl)furo[2,3-d]pyrimidin-4-amine FCOC=1C=CC=C2CCN(CC12)C(=O)C=1N=C(C2=C(N1)OC(=C2)C)NC2(CC2)C